1H-indazol-7-ol N1N=CC2=CC=CC(=C12)O